C(C1=CC=CC=C1)OC1=C(C(=NC(=C1)Cl)C)C(CN1C(C2=CC=CC=C2C1=O)=O)=O [2-(4-benzyloxy-6-chloro-2-methyl-3-pyridinyl)-2-oxo-ethyl]isoindoline-1,3-dione